methyl (E)-3-(3-(N-((4-(4-isopropylphenyl)bicyclo[2.2.2]octan-1-yl)methyl) cyclopropanecarboxamido)phenyl)acrylate C(C)(C)C1=CC=C(C=C1)C12CCC(CC1)(CC2)CN(C(=O)C2CC2)C=2C=C(C=CC2)/C=C/C(=O)OC